[Si](C)(C)(C(C)(C)C)OC=1C=C(C=CC1)C=1NC(=C2N(C1)C(C(=N2)CC=2OC=CC2)=O)CC2=CC=C(C=C2)F 6-(3-((tert-butyldimethylsilyl)oxy)phenyl)-8-(4-fluorobenzyl)-2-(furan-2-ylmethyl)imidazo[1,2-a]Pyrazin-3(7H)-one